ClC1=C(C=CC(=C1)CNCCC(=O)NCCCNC1=C2C=NNC2=CC(=C1)C=1C=NOC1)C1=CC=CC=C1 3-(((2-chloro-[1,1'-biphenyl]-4-yl)methyl)amino)-N-(3-((6-(isoxazol-4-yl)-1H-indazol-4-yl)amino)propyl)propanamide